C1(CC1)C=1C=NN(C1CO[C@H]1[C@@H]2CN([C@H](C1)C2)C2=CC=C(C(=O)NS(=O)(=O)C1COCC1)C=C2)C2=C(C=CC=C2Cl)Cl 4-((1S,4S,5R)-5-((4-cyclopropyl-1-(2,6-dichlorophenyl)-1H-pyrazol-5-yl)methoxy)-2-azabicyclo[2.2.1]heptan-2-yl)-N-((tetrahydrofuran-3-yl)sulfonyl)benzamide